trans-4-(4-(2-((4-aminocyclohexyl)amino)-5-fluoropyrimidin-4-yl)pyridin-2-yl)morpholin-3-one N[C@@H]1CC[C@H](CC1)NC1=NC=C(C(=N1)C1=CC(=NC=C1)N1C(COCC1)=O)F